C(CC)N(C(=O)NC)C1=CC=CC=C1 N-propyl-N'-methylphenylurea